oxetan-3-yl L-alaninate trifluoroacetic acid salt FC(C(=O)O)(F)F.N[C@@H](C)C(=O)OC1COC1